C(C)(C)(C)OC(=O)NCC(CN(C(OC(C)(C)C)=O)CCCNC(=O)OCC1C2=CC=CC=C2C=2C=CC=CC12)O[Si](C)(C)C(C)(C)C Tert-butyl N-[3-(tert-butoxycarbonylamino)-2-[tertbutyl(dimethyl)silyl]oxy-propyl]-N-[3-(9H-fluoren-9-ylmethoxycarbonylamino)propyl]carbamate